CN([C@@H](C(C)C)C(=O)OCC)C ethyl dimethyl-L-valinate